BrC1=CC=CC=2C=3N(C(=NC12)N[C@H]1C(NCCCC1)=O)N=C(N3)C=3C=NN(C3)C (3R)-3-{[7-bromo-2-(1-methyl-1H-pyrazol-4-yl)[1,2,4]triazolo[1,5-c]quinazolin-5-yl]amino}azepan-2-one